ClCC(=O)N(C1=CC=CC=C1)S(=O)(=O)C 2-Chloro-N-methanesulfonyl-N-phenylacetamide